N-(2-(2,6-dioxopiperidin-3-yl)-1,3-dioxoisoindol-4-yl)-2-(2-(2-iodoethoxy)ethoxy)acetamide O=C1NC(CCC1N1C(C2=CC=CC(=C2C1=O)NC(COCCOCCI)=O)=O)=O